C(C)(C)(C)OC(=O)N1CC2=CC(=CC(=C2C1)C1=C(C=C(C=C1)C#N)C(N)=O)NCC1CCOCC1 4-(2-carbamoyl-4-cyanophenyl)-6-(((tetrahydro-2H-pyran-4-yl)methyl)amino)-isoindoline-2-carboxylic acid tert-butyl ester